C[C@H]1[C@@H]([C@H]([C@H]([C@@H](O1)OC2=C(OC3=C(C(=CC(=C3C2=O)O)O)CC=C(C)C)C4=CC=C(C=C4)OC)O)O)O The molecule is a glycosyloxyflavone that is 3,5,7-trihydroxy-4'-methoxy-8-prenylflavone in which the hydroxy group at position 3 has been converted into its alpha-L-rhamnopyranoside. It has a role as a plant metabolite, an anti-inflammatory agent, an antineoplastic agent and an apoptosis inducer. It derives from an alpha-L-rhamnopyranose.